3-(2-(difluoromethoxy)pyridin-4-yl)bicyclo[4.2.0]octa-1(6),2,4-trien FC(OC1=NC=CC(=C1)C1=CC=2CCC2C=C1)F